FC(C(=O)NNC(CCCC[C@@H]1SC[C@@H]2NC(N[C@@H]21)=O)=O)(C(C(C(C(C(C(F)(F)F)(F)F)(F)F)(F)F)(F)F)(F)F)F 2,2,3,3,4,4,5,5,6,6,7,7,8,8,8-pentadecafluoro-N'-(5-((3aS,4S,6aR)-2-oxohexahydro-1H-thieno[3,4-d]imidazol-4-yl)pentanoyl)octanohydrazide